ClC1=C(C=CC=C1)[C@H](CC)NC1=CC(=C(C(=O)N[C@H](C)\C=C\S(=O)(=O)C)C=C1F)F 4-(((S)-1-(2-chlorophenyl)propyl)amino)-2,5-difluoro-N-((R,E)-4-(methylsulfonyl)but-3-en-2-yl)benzamide